CN([C@@H](CCCCN)C(=O)O)C N,N-dimethyl-lysine